N1(CCCC1)CCNC1=CC=C(C(=O)N)C=C1 4-((2-(pyrrolidin-1-yl)ethyl)amino)-benzamide